C(C=C)\C(=C(/C(CC(/C(=C(/C=1C=C(OC)C(=CC1)O)\CC=C)/CC=C)=O)=O)\CC=C)\C1=CC=C(O)C(OC)=C1 tetra-allyl-curcumin